4-isopropylpyrimidine C(C)(C)C1=NC=NC=C1